N-(2-hydroxyethyl)iminodiacetic acid disodium [Na].[Na].OCCN(CC(=O)O)CC(=O)O